N,N,N',N'-tetrakis(3-trimethoxysilylpropyl)-1,3-propanediamine CO[Si](CCCN(CCCN(CCC[Si](OC)(OC)OC)CCC[Si](OC)(OC)OC)CCC[Si](OC)(OC)OC)(OC)OC